4-((4S,7S,10S,13S)-10-benzyl-7-isobutyl-15-methyl-13-((R)-2-methyloxirane-2-carbonyl)-2,5,8,11-tetraoxo-4-phenethyl-3,6,9,12-tetraazahexadecyl)morpholin-4-ium Methanesulfonate CS(=O)(=O)[O-].C(C1=CC=CC=C1)[C@H](NC([C@@H](NC([C@@H](NC(C[NH+]1CCOCC1)=O)CCC1=CC=CC=C1)=O)CC(C)C)=O)C(N[C@@H](CC(C)C)C(=O)[C@@]1(OC1)C)=O